3-(6-hydroxy-2,3,4-trimethoxyphenyl)prop-2-enoic acid OC1=CC(=C(C(=C1C=CC(=O)O)OC)OC)OC